2-(2-bromo-5-fluorophenyl)ethanamine BrC1=C(C=C(C=C1)F)CCN